C(C1=CC=CC=C1)N1C(N([C@H](C2=CC=C(C=C12)NC(=O)NC1=CNC2=CC=CC=C12)C)C)=O (S)-1-(1-benzyl-3,4-dimethyl-2-oxo-1,2,3,4-tetrahydroquinazolin-7-yl)-3-(1H-indol-3-yl)urea